ClC1=C(C=CC2=C1C(=NCCN2C)C2=C(C=CC(=C2)OC)F)C 6-chloro-5-(2-fluoro-5-methoxy-phenyl)-1,7-dimethyl-3H-1,4-benzodiazepine